IC1=CC=C(C=C1)B(O)O (4-iodophenyl)boronic acid